CN1C(N(C(C=2C1=NC(=NC2SCC(=O)N2CCC(CC2)C)CCC)=O)C)=O 1,3-dimethyl-5-[2-(4-methylpiperidin-1-yl)-2-oxoethyl]sulfanyl-7-propylpyrimido[4,5-d]pyrimidine-2,4-dione